tert-Butyl 3-((3-((2-ethylhexyl)oxy)-3-oxopropyl)thio)-5-(1-methyl-1H-pyrazol-4-yl)benzoate C(C)C(COC(CCSC=1C=C(C(=O)OC(C)(C)C)C=C(C1)C=1C=NN(C1)C)=O)CCCC